C(O[C@H]1C[C@H](CC1)C1=CC(=NN1)NC1=C2CCCS(C2=CC=C1)(=O)=O)(OC1=CC=C(C=C1)[N+](=O)[O-])=O (1R,3S)-3-(3-((1,1-dioxidothiochroman-5-yl)amino)-1H-pyrazol-5-yl)cyclopentyl (4-nitrophenyl) carbonate